C(C)OC(=O)C1=NC2=CC=C(C=C2C(=C1C(=O)OC)C(=O)OC)Cl 2-ethoxycarbonyl-3,4-dimethoxycarbonyl-6-chloroquinoline